2-(5-(tert-butoxycarbonyl)-5,6,7,8-tetrahydro-4H-pyrazolo[1,5-a][1,4]diazepin-2-yl)acetic acid C(C)(C)(C)OC(=O)N1CC=2N(CCC1)N=C(C2)CC(=O)O